NC(CCC(C(=O)O)NC(\C=C(\CCC)/C)=O)=O 5-amino-2-[[(E)-3-methylhex-2-enoyl]amino]-5-oxo-pentanoic acid